1,2-bis(mercaptomethyl)-1,3-propanediol SCC(C(CO)CS)O